(R)-N-(6-(3-(hydroxymethyl)morpholino)-2,2-dimethyl-2,3-dihydrofuro[2,3-b]pyridin-5-yl)pyrazolo[1,5-a]pyrimidine-3-carboxamide OC[C@@H]1COCCN1C1=C(C=C2C(=N1)OC(C2)(C)C)NC(=O)C=2C=NN1C2N=CC=C1